4-amino-N-(cyanomethyl)-benzamide NC1=CC=C(C(=O)NCC#N)C=C1